C(C)C1=CC=CCC1 Ethyl-cyclohexadiene